quinazolinium chloride salt [Cl-].[NH+]1=CN=CC2=CC=CC=C12